N-[2-(diethylamino)ethyl]oleamide C(C)N(CCNC(CCCCCCC\C=C/CCCCCCCC)=O)CC